CN1N=CC(=C1)CNC(=O)NC1=CC=C(C=C1)C1=NC(=NC(=N1)N1CCOCC1)C=1SC(=CC1)CN1CCOCC1 1-((1-methyl-1H-pyrazol-4-yl)methyl)-3-(4-(4-morpholinyl-6-(5-(morpholinylmethyl)thiophen-2-yl)-1,3,5-triazin-2-yl)phenyl)urea